BrC1=CC2=C(N(C(=N2)\C=C\C2=CC=CC=C2)CC2=CC=CC=C2)C=C1Br (E)-5,6-dibromo-1-benzyl-2-styryl-1H-benzimidazole